3-amino-1-(5-bromopyridin-2-yl)-2-(2,4-difluorophenyl)-1,1-difluoropropan-2-ol NCC(C(F)(F)C1=NC=C(C=C1)Br)(O)C1=C(C=C(C=C1)F)F